N-phenethylfuran-3-carboxamide C(CC1=CC=CC=C1)NC(=O)C1=COC=C1